Methyl 2-(((2R,4S)-4-((2-((4-Cyano-2-fluorophenoxy)methyl)pyrimidin-4-yl)oxy)-2-(fluoromethyl)piperidin-1-yl)methyl)-1-(((S)-oxetan-2-yl)methyl)-1H-benzo[d]imidazole-6-carboxylate C(#N)C1=CC(=C(OCC2=NC=CC(=N2)O[C@@H]2C[C@@H](N(CC2)CC2=NC3=C(N2C[C@H]2OCC2)C=C(C=C3)C(=O)OC)CF)C=C1)F